hydroxyl-3,3-bis-azidomethyloxetane OC1OCC1(CN=[N+]=[N-])CN=[N+]=[N-]